C[Sn](C1=CC=C(OC2CN3CCC2CC3)C=C1)(C)C 3-[4-(trimethylstannyl)phenoxy]-1-azabicyclo[2.2.2]octane